CC1=CC(=NN1)C1=CSC=2N=C(N=C(C21)N)N (5-methyl-1H-pyrazol-3-yl)thieno[2,3-d]pyrimidin-2,4-diamine